NC=1N=CN(C(C1C(=O)NC1=C(C(=CC=C1)CN)OCC)=O)C1=C(C=CC=C1Cl)Cl 4-amino-N-(3-(aminomethyl)-2-ethoxyphenyl)-1-(2,6-dichlorophenyl)-6-oxo-1,6-dihydropyrimidine-5-carboxamide